BrC1=CC=C(C(=C1N(C(OC(C)(C)C)=O)C(=O)OC(C)(C)C)C([2H])([2H])[2H])OC tert-butyl N-[6-bromo-3-methoxy-2-(trideuteriomethyl)phenyl]-N-tert-butoxycarbonyl-carbamate